(3s,4r)-pyrrolidine-3,4-diol N1C[C@@H]([C@@H](C1)O)O